C1=C2C(=CC=C1)NC=1C2=CC=2NC3=CC=CC=C3C2C1C=O 5,11-Dihydroindolo(3,2-b)carbazole-6-carboxaldehyde